C(C)(C)(C)OC(CC=1C(=NC=CC1)Cl)=O 2-(2-Chloropyridin-3-yl)acetic acid tert-butyl ester